N(=NC(CCC(=O)O)(C)C#N)C(CCC(=O)O)(C)C#N 4,4'-azobis[4-cyanovaleric acid]